N-[4-[(6,7-dimethoxy-1,5-naphthyridin-4-yl)oxy]phenyl]-1-(4-fluorophenyl)-2-methyl-6-oxopyrimidine-5-carboxamide COC=1N=C2C(=CC=NC2=CC1OC)OC1=CC=C(C=C1)NC(=O)C1=CN=C(N(C1=O)C1=CC=C(C=C1)F)C